potassium 3-(methacryloyloxy)propane-1-sulfonate C(C(=C)C)(=O)OCCCS(=O)(=O)[O-].[K+]